4-methyl-2-(methylsulfanyl)-5-pyridylboronic acid CC1=CC(=NC=C1B(O)O)SC